1,3,5-tris(3,5-dimethylbenzoylamino)benzene CC=1C=C(C(=O)NC2=CC(=CC(=C2)NC(C2=CC(=CC(=C2)C)C)=O)NC(C2=CC(=CC(=C2)C)C)=O)C=C(C1)C